ClC1=C(C=C(OCC(=O)NC23CC(C2)(C3)NC(=O)[C@H]3C[C@H](C2=NC(=CC=C2O3)OC)O)C=C1)F |r| rac-(2R,4R)-N-{3-[2-(4-chloro-3-fluorophenoxy)acetamido]bicyclo[1.1.1]pent-1-yl}-4-hydroxy-6-methoxy-3,4-dihydro-2H-pyrano[3,2-b]pyridine-2-carboxamide